FC=1C(=C(C(=O)O)C(=CC1)F)C 3,6-difluoro-2-methylbenzoic acid